2-(7-chloro-3-cyclopropyl-2-oxo-5-phenyl-2,3-dihydro-1H-benzo[e][1,4]diazepin-1-yl)butanoic acid methyl ester COC(C(CC)N1C(C(N=C(C2=C1C=CC(=C2)Cl)C2=CC=CC=C2)C2CC2)=O)=O